25,26,26,26,27,27,27-heptadeuteriocholest-5-ene-3B,7a-diol (9Z-octadecenoate) C(C=CCCCCCCCCCCCCCCC)(=O)O.[2H]C(C([2H])([2H])[2H])(C([2H])([2H])[2H])CCC[C@@H](C)[C@H]1CC[C@H]2[C@@H]3[C@@H](C=C4CC(CC[C@]4(C)[C@H]3CC[C@]12C)O)O